2-bromo-5-toluenesulfonyl-5H-pyrrole BrC1=NC(C=C1)S(=O)(=O)CC1=CC=CC=C1